8-(4-(((2-(2,6-dioxopiperidin-3-yl)-6-fluoro-1,3-dioxoisoindoline-5-yl)methyl)(Methyl)amino)piperidin-1-yl)-9-ethyl-6,6-dimethyl-11-oxo-6,11-dihydro-5H-benzo[b]carbazole-3-Formaldehyde O=C1NC(CCC1N1C(C2=CC(=C(C=C2C1=O)CN(C1CCN(CC1)C=1C(=CC2=C(C(C=3NC4=CC(=CC=C4C3C2=O)C=O)(C)C)C1)CC)C)F)=O)=O